O=C1NC(CCC1N1C(C2=CC=CC(=C2C1=O)NCCC(=O)N1CCC(CC1)[C@@H]1CCNC=2N1N=C(C2C(=O)N)C2=CC=C(C=C2)OC2=CC=CC=C2)=O)=O (7S)-7-(1-(3-((2-(2,6-dioxopiperidin-3-yl)-1,3-dioxoisoindolin-4-yl)amino)propanoyl)piperidin-4-yl)-2-(4-phenoxyphenyl)-4,5,6,7-tetrahydropyrazolo[1,5-a]pyrimidine-3-carboxamide